4,5-dihydrooxazole-4-carboxylic acid methyl ester COC(=O)C1N=COC1